C(C)(C)(C)OC(=O)N1C(CCC1C)C(=O)O (tert-butoxycarbonyl)-5-methylpyrrolidine-2-carboxylic acid